NC=1C2=C(N=C(N1)C)N(C=C2C2=C(C=C(C=C2)NC(C(O)C2=CC(=CC=C2)CC)=O)F)C N-(4-(4-amino-2,7-dimethyl-7H-pyrrolo[2,3-d]pyrimidin-5-yl)-3-fluorophenyl)-2-(3-ethylphenyl)-2-hydroxyacetamide